tris(2,2,6,6-tetramethyl-4-piperidyl) butane-1,2,3-tricarboxylate C(C(C(C)C(=O)OC1CC(NC(C1)(C)C)(C)C)C(=O)OC1CC(NC(C1)(C)C)(C)C)C(=O)OC1CC(NC(C1)(C)C)(C)C